BrC=1SC=C2C1CN(C2=O)C2C(NC(CC2)=O)=O 3-(1-Bromo-4-oxo-4H-thieno[3,4-c]pyrrol-5(6H)-yl)piperidine-2,6-dione